6-(2-amino-5-(3,5-dimethyl-4-(4-methylpiperazin-1-yl)phenyl)pyridin-3-yl)naphthalen-1-ol NC1=NC=C(C=C1C=1C=C2C=CC=C(C2=CC1)O)C1=CC(=C(C(=C1)C)N1CCN(CC1)C)C